N=1N=CN2C1CN(CC2)C(=O)[O-] 5,6-dihydro-[1,2,4]triazolo[4,3-a]pyrazine-7(8H)-carboxylate